(3-(1-(tert-Butoxycarbonyl)-1,4,5,6-tetrahydropyridin-3-yl)-1H-pyrrolo[2,3-c]pyridin-1-yl)-5-fluorobenzoic acid C(C)(C)(C)OC(=O)N1C=C(CCC1)C1=CN(C2=CN=CC=C21)C2=C(C(=O)O)C=C(C=C2)F